BrC=1N=CN(C1C1=CC=CC=C1)C 4-bromo-1-methyl-5-phenyl-1H-imidazole